ClC=1C=C(C=C(C1)NS(=O)(=O)C)NC(C1=CC(=CC=C1)C1=CC(=NC=C1)Cl)=O N-(3-chloro-5-(methylsulfonamido)phenyl)-3-(2-chloropyridin-4-yl)benzamide